NC1=C(C=C(C(=N1)C(=O)OCC)C1=CC=C(C=C1)C(F)(F)F)C#N Ethyl 6-Amino-5-cyano-3-(4-(trifluoromethyl)phenyl)picolinate